FC1=C(C=CC(=C1)F)C(COC1=CC=C(C=C1)C=CCC1=CC=C(C=C1)OC)(CN1N=CN=C1)O 3-[4-[2-(2,4-Difluorophenyl)-2-hydroxy-3-(1,2,4-triazol-1-yl)propoxy]phenyl]-1-(4-methoxyphenyl)prop-2-en